(R)-2-amino-3-(3-(2-ethylpyridin-3-yl)-5-fluorobenzamido)propanoic acid N[C@@H](C(=O)O)CNC(C1=CC(=CC(=C1)F)C=1C(=NC=CC1)CC)=O